C(C)C(CO)(C(C(C)CC)O)CC 2,2,4-triethyl-1,3-pentanediol